C(C)[C@@H]1CCN(C2=CC=CC=C12)C1=NNC2=NC(=CN=C21)N2CCC(CC2)(C)CNC(OC(C)(C)C)=O (R)-tert-butyl ((1-(3-(4-ethyl-3,4-dihydroquinolin-1(2H)-yl)-1H-pyrazolo[3,4-b]pyrazin-6-yl)-4-methylpiperidin-4-yl)methyl)carbamate